leucine-14C N[14C@@H](CC(C)C)C(=O)O